CC1=C(C(=CC=C1)O)O 3-methyl-1,2-benzenediol